4-amino-1-(3-pyridyl)-Butyl ketone NCCCC(C=1C=NC=CC1)C(=O)C(CCCN)C=1C=NC=CC1